C=1NC=C(C=2C1C=CC2)C(=O)N 2H-cyclopenta[c]pyridine-4-carboxamide